COC(=O)C1=CC=2C(C=N1)=CN(N2)C 2-methyl-2H-pyrazolo[4,3-c]Pyridine-6-carboxylic acid methyl ester